[Co].NSN amino thioether cobalt